COC=1C=C(C=CC1NC1=CC(=C2C(=N1)NC=C2C(F)(F)F)NCCOC)C(=O)N2CCN(CC2)C (3-methoxy-4-((4-((2-methoxyethyl)amino)-3-(trifluoromethyl)-1H-pyrrolo[2,3-b]pyridin-6-yl)amino)phenyl)(4-methylpiperazin-1-yl)-methanone